imino-amino-tungsten N=[W]N